ClC=1C=C(C(=O)NC2=C(SC=C2)C(=O)NC2COC3=CC=CC=C3C2)C=CC1O 3-(3-chloro-4-hydroxybenzamido)-N-(chroman-3-yl)thiophene-2-carboxamide